6,6-dimethyl-5,7-dihydropyrrolo[1,2-c]imidazole CC1(CC=2N(C=NC2)C1)C